C(C)(C)(C)OC(=O)C1N(CCC1)CC1=CC=C(C=C1)COC1=C2CN(C(C2=CC=C1)=O)C1C(NC(CC1)=O)=O 1-{4-[2-(2,6-Dioxo-piperidin-3-yl)-1-oxo-2,3-dihydro-1H-isoindol-4-yloxymethyl]-benzyl}-pyrrolidine-2-carboxylic Acid Tert-Butyl Ester